FC1=C(CN2[C@@H](CCC2=O)CC(=O)N[C@@H](C(C)C)C(=O)OCC2=CC3=CC=CC=C3C=C2)C=CC=C1F Naphthalen-2-ylmethyl (2-((S)-1-(2,3-difluorobenzyl)-5-oxopyrrolidin-2-yl)acetyl)-L-valinate